5-(((5-fluoro-2,3-dihydrobenzofuran-4-yl)methyl)amino)-8-(2-methyl-4-(methyl-sulfonyl)phenyl)imidazo[1,2-c]pyrimidine-2-carbonitrile FC=1C=CC2=C(CCO2)C1CNC1=NC=C(C=2N1C=C(N2)C#N)C2=C(C=C(C=C2)S(=O)(=O)C)C